9-methyl-4-(1H-pyrazol-3-yl)-3,4,7,15-tetraazatricyclo[12.3.1.02,6]Octadeca-1(18),2,5,14,16-pentaen-8-one trifluoroacetate salt FC(C(=O)O)(F)F.CC1C(NC2=CN(N=C2C=2C=CN=C(CCCC1)C2)C2=NNC=C2)=O